FC1=C(C=CC(=C1)F)C=1N(C=C(C1C(=O)N)OC)S(=O)(=O)C1=CC(=CC=C1)F (2,4-difluorophenyl)-4-methoxy-1-((3-fluorophenyl)sulfonyl)-1H-pyrrole-3-carboxamide